ICCCCCOC1=CC=C2C=CC(OC2=C1)=O 7-(5-iodopentyloxy)coumarin